C1(CC1)C1=NOC(=N1)C12CCC(CC1)(CC2)CN(C(=O)N2CC(CCC2)CO)C2=CC(=CC=C2)C2=NC(=NO2)C2CC2 N-((4-(3-cyclopropyl-1,2,4-oxadiazol-5-yl)bicyclo[2.2.2]octan-1-yl)methyl)-N-(3-(3-cyclopropyl-1,2,4-oxadiazol-5-yl)phenyl)-3-(hydroxymethyl)piperidine-1-carboxamide